tert-butyl (1-(2-fluoro-3-hydroxy-6-methoxyphenyl)butan-2-yl)carbamate FC1=C(C(=CC=C1O)OC)CC(CC)NC(OC(C)(C)C)=O